6-Hydroxy-5-(2-methylpiperazin-1-yl)-2,3-dihydro-1,4-benzodioxine OC1=C(C2=C(OCCO2)C=C1)N1C(CNCC1)C